N-(5-(5-(difluoromethyl)-1,2,4-oxadiazol-3-yl)-2,3-dihydro-1H-inden-1-yl)-1-methyl-1H-pyrazole-5-carboxamide FC(C1=NC(=NO1)C=1C=C2CCC(C2=CC1)NC(=O)C1=CC=NN1C)F